1-ethoxy-2-propanol acetate C(C)(=O)OC(COCC)C